N(C(=O)C)CC 1-Acetaminoethane